The molecule is an isogeraniol that has (Z)-configuration. It has a role as a plant metabolite and a pheromone. It is a monoterpenoid and an isogeraniol. CC(=CC/C=C(/C)\\CCO)C